tert-butyl (2-(7-fluoro-4-methoxy-1H-indol-3-yl)ethyl)carbamate FC=1C=CC(=C2C(=CNC12)CCNC(OC(C)(C)C)=O)OC